1-[5-cyclopropyl-1-[4-(trifluoromethoxy)phenyl]pyrazol-3-yl]piperazine C1(CC1)C1=CC(=NN1C1=CC=C(C=C1)OC(F)(F)F)N1CCNCC1